4-(1-(2-(quinolin-6-yl)acetyl)piperidin-4-yl)-3,4-dihydroquinoxalin-2(1H)-one N1=CC=CC2=CC(=CC=C12)CC(=O)N1CCC(CC1)N1CC(NC2=CC=CC=C12)=O